O=C1N(CC2=CC(=CC=C12)CN1CC(CCC1)N1CCNCC1)C1C(NC(CC1)=O)=O 3-(1-oxo-5-((3-(piperazin-1-yl)piperidin-1-yl)methyl)isoindolin-2-yl)piperidine-2,6-dione